N-(benzo[d]thiazol-2-yl)-2-((4-cyanophenyl)sulfonamido)-4-(trifluoromethyl)benzamide S1C(=NC2=C1C=CC=C2)NC(C2=C(C=C(C=C2)C(F)(F)F)NS(=O)(=O)C2=CC=C(C=C2)C#N)=O